C(C1=CC=CC=C1)N1C2=C(SCC1)C=CC(=C2)C=O 4-benzyl-3,4-dihydro-2H-benzo[b][1,4]thiazine-6-carbaldehyde